FC=1C(=CC=2N(C1)C=NN2)CCCN2CC1(C2)CC(C1)OC1=C2CN(C(C2=C(C=C1)C)=O)C 4-[[2-[3-(6-fluoro-[1,2,4]triazolo[4,3-a]pyridin-7-yl)propyl]-2-azaspiro[3.3]heptan-6-yl]oxy]-2,7-dimethyl-isoindolin-1-one